O1[C@@H](CCC1)COC1=NC=CC=C1 {[(2S)-oxolan-2-yl]methoxy}pyridin